benzyl S-(1-isopropyl-4-methylcyclohex-3-en-1-yl)cysteinate C(C)(C)C1(CC=C(CC1)C)SC[C@H](N)C(=O)OCC1=CC=CC=C1